2-((3-chloro-4-fluorophenyl)(3,4-difluorophenyl)methyl)-N-(pyrrolidin-3-ylmethyl)-1H-imidazole-4-sulfonamide ClC=1C=C(C=CC1F)C(C=1NC=C(N1)S(=O)(=O)NCC1CNCC1)C1=CC(=C(C=C1)F)F